7-methoxy-3-oxo-2,1,3λ5-benzoxadiazole-5-carboxylic acid COC1=CC(=CC=2C1=NON2=O)C(=O)O